COC(C1=CC=C2C3(CC(N(C2=N1)C(=O)N)C3)O[Si](C3=CC=CC=C3)(C3=CC=CC=C3)C(C)(C)C)OC 7-(dimethoxymethyl)-4-((tert-butyldiphenylsilyl)oxy)-3,4-dihydro-2,4-methylene-1,8-naphthyridine-1(2H)-carboxamide